NC1(C(C)C=C(C(C1)(C)N)C)C 2,4-diaminodurene